3-Chloro-6-(1,1-difluoropropan-2-yl)-2-(2-fluorobenzyl)-2,4,5,6-tetrahydro-7H-pyrazolo[3,4-c]pyridin-7-one ClC=1N(N=C2C(N(CCC21)C(C(F)F)C)=O)CC2=C(C=CC=C2)F